C(C=C)N1N(C2=NC(=CC=C2C1=O)NC1=NC=C(C(=N1)N[C@H](CO)C1=CC=CC=C1)C1=NC(=NO1)C12CCN(CC1)CC2)C(C)C (S)-2-allyl-6-((4-((2-hydroxy-1-phenylethyl)amino)-5-(3-(quinuclidin-4-yl)-1,2,4-oxadiazol-5-yl)pyrimidin-2-yl)amino)-1-isopropyl-1,2-dihydro-3H-pyrazolo[3,4-b]pyridin-3-one